2-(3-ethylsulfonyl-5-trimethoxymethyl-pyridin-2-yl)-3-methyl-6-pentafluoroethyl-3H-imidazo[4,5-b]pyridine C(C)S(=O)(=O)C=1C(=NC=C(C1)C(OC)(OC)OC)C1=NC=2C(=NC=C(C2)C(C(F)(F)F)(F)F)N1C